NC1=C2C(=NC=N1)N(N=C2C=2C=NC(=NC2)OC2=CC=CC=C2)[C@H]2CN(CCC2)C(=O)C(C#N)=CC2CC2 (R)-2-(3-(4-amino-3-(2-phenoxypyrimidin-5-yl)-1H-pyrazolo[3,4-d]pyrimidin-1-yl)piperidine-1-carbonyl)-3-cyclopropylacrylonitrile